O1[C@H](COC2=C1C=CC=C2)CN2C[C@@](CCC2)(C)COS(=O)(=O)C methanesulfonic acid (S)-1-[(S)-1-(2,3-dihydrobenzo[1,4]dioxin-2-yl)methyl]-3-methyl-piperidin-3-ylmethyl ester